FC(C)(F)C1=NC(=NO1)C12CCC(CC1)(CC2)CN(C(=O)C21CC(C2)(C1)F)C1=CC(=CC=C1)C(F)(F)F N-((4-(5-(1,1-difluoroethyl)-1,2,4-oxadiazol-3-yl)bicyclo[2.2.2]octan-1-yl)methyl)-3-fluoro-N-(3-(trifluoromethyl)phenyl)bicyclo[1.1.1]-pentane-1-carboxamide